CN(C1=CC=C(N=N1)C1=C(C=C(C=C1O)C=1C=NNC1)O)C1CC(NC(C1)(C)C)(C)C 2-(6-(methyl(2,2,6,6-tetramethylpiperidin-4-yl)amino)pyridazin-3-yl)-5-(1H-pyrazol-4-yl)benzene-1,3-diol